3-bromo-5-methoxy-1H-indazole BrC1=NNC2=CC=C(C=C12)OC